C1(CC1)S(=O)(=O)N1N=CC(=C1)C1=NC=CC(=N1)NC1=NC=C(C(=C1)NC1CCC(CC1)CO)C#CC1CN(CC1)S(=O)(=O)C1CC1 ((1s,4s)-4-((2-((2-(1-(Cyclopropylsulfonyl)-1H-pyrazol-4-yl)pyrimidin-4-yl)amino)-5-((1-(cyclopropylsulfonyl)pyrrolidin-3-yl)ethynyl)pyridin-4-yl)amino)cyclohexyl)methanol